P(=O)(OO)([O-])[O-].[Al+3].[Mg+2] magnesium aluminum hydroxy phosphate